N=1C=CN2C1C=C(C=C2)NC(C(=O)N2[C@H](CC[C@@H](C2)C)C=2C=CC1=C(N=C(S1)C1CC(N(C(C1)(C)C)C)(C)C)C2)=O N-(imidazo[1,2-a]pyridin-7-yl)-2-((2R,5S)-5-methyl-2-(2-(1,2,2,6,6-pentamethylpiperidin-4-yl)benzo[d]thiazol-5-yl)piperidin-1-yl)-2-oxoacetamide